BrC=1C(=C2C(=NC1)NC(=N2)C2=CC=C(C=C2)N2CCN(CCC2)CCOC(C)C)NC2CCN(CC2)CC 6-Bromo-N-(1-ethylpiperidin-4-yl)-2-(4-{4-[2-(1-methylethoxy)ethyl]-1,4-diazepan-1-yl}phenyl)-3H-imidazo[4,5-b]pyridin-7-amine